C(C)(C)(C)OC(=O)NC12CCC(CC1)(CC2)C=2SC=C(N2)C(=O)N[C@@H](CO)C(=O)OC methyl (2-(4-((tert-butoxycarbonyl)amino)bicyclo[2.2.2]octan-1-yl)thiazole-4-carbonyl)-L-serinate